2-[(3R)-3-methyl-[1,4'-bipiperidine]-1'-yl]-N-[(2R)-2-phenylpropyl]-1,3-thiazole-5-carboxamide C[C@H]1CN(CCC1)C1CCN(CC1)C=1SC(=CN1)C(=O)NC[C@H](C)C1=CC=CC=C1